4-bromo-3-(4-fluoro-2,6-dimethylphenoxy)-1-(oxetan-3-yl)pyridin-2(1H)-one BrC1=C(C(N(C=C1)C1COC1)=O)OC1=C(C=C(C=C1C)F)C